((((9H-fluoren-9-yl)methoxy)carbonyl)amino)-3-(4-(trifluoromethoxy)phenyl)propanoate C1=CC=CC=2C3=CC=CC=C3C(C12)COC(=O)NC(C(=O)[O-])CC1=CC=C(C=C1)OC(F)(F)F